C(=O)(OCC1=CC=CC=C1)N1[C@@H](CCC1)C(=O)O N-Cbz-proline